(S)-1-tert-butyl 2-methyl 5-oxopyrrolidine-1,2-dicarboxylate O=C1CC[C@H](N1C(=O)OC(C)(C)C)C(=O)OC